C1=C2C3=C(COC2=CC(=C1)CO)C=CC=C3 (6H-benzo[c]chromen-3-yl)methanol